(+/-)-trans-3-((5-(5-fluoro-1H-pyrrolo[2,3-b]pyridin-3-yl)thiazolo[5,4-d]pyrimidin-7-yl)amino)bicyclo[2.2.2]octane-2-carboxylic acid FC=1C=C2C(=NC1)NC=C2C=2N=C(C1=C(N2)SC=N1)NC1C(C2CCC1CC2)C(=O)O